tert-butyl N-[(1R)-2-[2,5-dimethyl-4-(1-tetrahydropyran-2-yl-3-vinyl-pyrazolo[3,4-c]pyridin-5-yl)pyrazol-3-yl]oxy-1-methyl-ethyl]-N-methyl-carbamate CN1N=C(C(=C1OC[C@@H](C)N(C(OC(C)(C)C)=O)C)C=1C=C2C(=CN1)N(N=C2C=C)C2OCCCC2)C